CC1(C(C(C=2CCCCC12)(C)C)C)C 1,2,3,5,6,7-hexahydro-1,1,2,3,3-pentamethyl-4H-indene